1-(2-Hydroxy-4-methoxyphenyl)-3-(2,3,4,5-tetrahydro-1,6-benzodioxocin-8-yl)prop-2-en-1-one OC1=C(C=CC(=C1)OC)C(C=CC1=CC2=C(OCCCCO2)C=C1)=O